C(CCCCC(C)C)NCCCCCC(C)C.O1C=2C(OCC1CCCCCCS(=O)(=O)O)=CSC2 6-(2,3-dihydro-thieno[3,4-b][1,4]dioxin-2-yl)hexane-1-sulfonic acid diisooctylamine salt